benzyl (2-(2-chloropyridin-4-yl)propan-2-yl)carbamate ClC1=NC=CC(=C1)C(C)(C)NC(OCC1=CC=CC=C1)=O